COCCOCCOCCS 2-(2-(2-methoxyethoxy)ethoxy)ethyl thiol